6-[[(2S,3S,4S,5S)-3-(3,4-difluoro-2-methoxy-phenyl)-4,5-dimethyl-5-(trifluoromethyl)tetrahydrofuran-2-carbonyl]amino]pyrimidine-4-carboxamide FC=1C(=C(C=CC1F)[C@H]1[C@H](O[C@@]([C@H]1C)(C(F)(F)F)C)C(=O)NC1=CC(=NC=N1)C(=O)N)OC